FC(COC1=C(C=C(C=C1)F)C(C)NC1=NC=2N(C=C1)N=CC2C=2C=NNC2)F N-(1-(2-(2,2-difluoroethoxy)-5-fluorophenyl)ethyl)-3-(1H-pyrazol-4-yl)pyrazolo[1,5-a]pyrimidin-5-amine